[Mg+2].O=C([C@H](O)[C@@H](O)[C@H](O)[C@H](O)CO)[O-].O=C([C@H](O)[C@@H](O)[C@H](O)[C@H](O)CO)[O-].O=C([C@H](O)[C@@H](O)[C@H](O)[C@H](O)CO)[O-].O=C([C@H](O)[C@@H](O)[C@H](O)[C@H](O)CO)[O-] gluconic acid, hemimagnesium salt